(2,5-difluorobenzyl)-N-methyl-3-nitropyrazolo[1,5-a]pyrimidin-5-amine FC1=C(CC2=NN3C(N=C(C=C3)NC)=C2[N+](=O)[O-])C=C(C=C1)F